O=C1C(=C(C1=O)NC1=C(C(=NC=C1)C(=O)N(C)C(C)C)O)NC1C2=CN(N=C2CCC1(C)C)C 4-((3,4-dioxo-2-((2,5,5-trimethyl-4,5,6,7-tetrahydro-2H-indazol-4-yl)amino)cyclobut-1-en-1-yl)amino)-3-hydroxy-N-isopropyl-N-methylpicolinamide